N'-((2-cyano-1,2,3,5,6,7-hexahydro-s-indacen-4-yl)carbamoyl)-6,7-dihydro-5H-pyrazolo[5,1-b][1,3]oxazine-3-sulfonimidamide C(#N)C1CC2=CC=3CCCC3C(=C2C1)NC(=O)N=S(=O)(N)C=1C=NN2C1OCCC2